O-ACETYLHOMOSERINE C(C)(=O)OCC[C@H](N)C(=O)O